bicyclo[1.1.1]pentane-1,3-diamine dihydrochloride Cl.Cl.C12(CC(C1)(C2)N)N